ClC=1C(=CC(=C(C(=O)O)C1)F)COC1=NC(=CC=C1)OCC(F)(F)F 5-Chloro-2-fluoro-4-(((6-(2,2,2-trifluoroethoxy)pyridin-2-yl)oxy)methyl)benzoic acid